tetrahydro-5-(2-hydroxyethyl)-1,3,5-triazin-2-one OCCN1CNC(NC1)=O